FC(C=1C=C(C=CC1)C1=C(C=C2C(=N1)NN=C2)C2=NC(=NC=C2)NCCC)(F)F [4-[6-(3-trifluoromethylphenyl)-1H-pyrazolo[3,4-b]pyridin-5-yl]pyrimidin-2-ylamino]propan